C(=O)O.NC1=CC(=CC(=N1)COCC=1C=C(C(=C(C1)NC1=C(N=NC(=C1)Cl)C(=O)NC([2H])([2H])[2H])OC)C1=NN(C=C1)C1CC1)F ((5-(((6-amino-4-fluoropyridin-2-yl)methoxy)methyl)-3-(1-cyclopropyl-1H-pyrazol-3-yl)-2-methoxyphenyl)amino)-6-chloro-N-(methyl-d3)pyridazine-3-carboxamide formate